(R)-N-(2-(5-(3-aminopiperidine-1-carbonyl)-7-methoxy-1-methyl-1H-benzo[d]imidazol-2-yl)-1-(cyclopropylmethyl)-1H-pyrrolo[2,3-b]pyridin-6-yl)-N-benzylmethanesulfonamide N[C@H]1CN(CCC1)C(=O)C1=CC2=C(N(C(=N2)C2=CC=3C(=NC(=CC3)N(S(=O)(=O)C)CC3=CC=CC=C3)N2CC2CC2)C)C(=C1)OC